CC1=C(C=2C(=NCC=3N(C2S1)C(=NN3)C)C3=CC=C(C=C3)NC(CCCC(=O)N)=O)C N5-(4-(2,3,9-trimethyl-6H-thieno[3,2-f][1,2,4]triazolo[4,3-a][1,4]diazepin-4-yl)phenyl)glutaramide